3-(6-chloro-[1,2,4]triazolo[4,3-b]pyridazin-3-yl)propanoic acid ClC=1C=CC=2N(N1)C(=NN2)CCC(=O)O